FC1=CC(=C(C=C1)S(=O)(=O)Cl)C 4-fluoro-2-methylbenzene-1-sulfonyl chloride